O1CC[C@@H](C2=CC=CC=C12)NC(=O)C=1C=C(C=CC1)C(CCOC)N1C(NC(CC1=O)(CC)CC)=[NH2+] [1-[1-[3-[[(4S)-chroman-4-yl]carbamoyl]phenyl]-3-methoxy-propyl]-4,4-diethyl-6-oxo-hexahydropyrimidin-2-ylidene]ammonium